N-(2-(2,6-dioxopiperidin-3-yl)-1-oxoisoindolin-5-yl)-2-oxoindoline-4-carboxamide O=C1NC(CCC1N1C(C2=CC=C(C=C2C1)NC(=O)C=1C=2CC(NC2C=CC1)=O)=O)=O